(R)-3-(2-oxo-1,2-dihydro-3H-imidazo[4,5-b]pyridin-3-yl)pyrrolidine-1-carboxylic acid tert-butyl ester C(C)(C)(C)OC(=O)N1C[C@@H](CC1)N1C(NC=2C1=NC=CC2)=O